1-(4-chloro-3-trifluoromethylphenyl)-3-(8-fluoro-5-(morpholine-4-carbonyl)-2,3,4,9-tetrahydro-1H-carbazol-3-yl)urea ClC1=C(C=C(C=C1)NC(=O)NC1CCC=2NC3=C(C=CC(=C3C2C1)C(=O)N1CCOCC1)F)C(F)(F)F